C1(=CC(=CC=C1)NC=1C=2N(C3=C(N1)C=CN=C3)C=CC2C(=O)O)C 6-(m-tolylamino)pyrido[4,3-e]pyrrolo[1,2-a]pyrazine-7-carboxylic acid